7-bromo-3-fluoro-1,5-naphthyridin-2-amine BrC1=CN=C2C=C(C(=NC2=C1)N)F